tert-butyl 6-(4-(2,6-dioxopiperidin-3-yl)-3,5-difluorophenyl)-2,6-diazaspiro[3.4]octane-2-carboxylate O=C1NC(CCC1C1=C(C=C(C=C1F)N1CC2(CN(C2)C(=O)OC(C)(C)C)CC1)F)=O